OC[C@@H]1CN(CC[C@H]1C1=CC=C(C=C1)OC)C(=O)OC(C)(C)C |r| (+/-)-trans-tert-Butyl 3-(Hydroxymethyl)-4-(4-methoxyphenyl)-piperidine-1-carboxylate